3-phenylprop-2-yn-1-amine C1(=CC=CC=C1)C#CCN